C1(=CC=CC=C1)C(C)NC(=O)C=1C=CC(=NC1)C(=O)O 5-(1-phenylethylcarbamoyl)pyridine-2-carboxylic acid